(2S,4R)-1-(9H-fluoren-9-ylmethoxycarbonyl)-4-isopropoxy-pyrrolidine-2-carboxylic acid C1=CC=CC=2C3=CC=CC=C3C(C12)COC(=O)N1[C@@H](C[C@H](C1)OC(C)C)C(=O)O